O=C(C=C)NC(C)S(=O)(=O)O 1-[(1-oxo-2-propen-1-yl)amino]-ethanesulfonic acid